NC1(CC1)C(O)C1=CC=CC=C1 (1-aminocyclopropyl)(phenyl)methanol